N-methyl-1-(2-phenyl-2H-pyrazolo[4,3-c]pyridin-6-yl)azetidine-3-sulfonamide CNS(=O)(=O)C1CN(C1)C1=CC=2C(C=N1)=CN(N2)C2=CC=CC=C2